BrC=1C(=C2C(=C(C=NC2=CC1OC)C(=O)OCC)NC1=C(C=CC=C1)O)F ethyl 6-bromo-5-fluoro-4-((2-hydroxyphenyl) amino)-7-methoxyquinoline-3-carboxylate